3-fluoro-4,4-dihydroxypiperidine FC1CNCCC1(O)O